C(#N)C1(CCN(CC1)C=1OC2=C(C=C(C=C2C(C1)=O)C)C(C)NC1=C(C(=O)O)C=CC=C1)CC 2-[1-[2-(4-Cyano-4-ethyl-1-piperidyl)-6-methyl-4-oxo-chromen-8-yl]ethylamino]benzoic acid